COC1=C(C=CC(=C1)N1CCC(CC1)N1CCN(CC1)C)NC1=NC=C(C(=N1)NC=1C=CC=C2CCN(C12)S(=O)(=O)C)C(F)(F)F N2-(2-methoxy-4-(4-(4-methylpiperazin-1-yl)piperidin-1-yl)phenyl)-N4-(1-(methylsulfonyl)indoline-7-yl)-5-(trifluoromethyl)pyrimidine-2,4-diamine